NC1=NN(C2=C1CN(CC2)C(=O)NC)C(=O)C2CCNC1=CC=CC=C21 3-amino-N-methyl-1-(1,2,3,4-tetrahydro-quinoline-4-carbonyl)-6,7-dihydro-1H-pyrazolo[4,3-c]pyridine-5(4H)-carboxamide